2-methoxyethanamine hydrochloride Cl.COCCN